COC1=C(C=CC=C1)S(=O)(=O)OC1=C(C=CC=C1)NC(=O)NC1=C(C=CC=C1)OS(=O)(=O)C1=C(C=CC=C1)OC N,N'-di-[2-(o-methoxybenzenesulfonyloxy)phenyl]urea